C(C)(C)(C)OC(CN1CCC2(CC1)CCC1=C(C=CC=C12)N[C@H]1C(NC(CC1)=O)=O)=O |r| (±)-2-(4-((2,6-dioxopiperidin-3-yl)amino)-2,3-dihydrospiro[inden-1,4'-piperidin]-1'-yl)acetic acid tert-butyl ester